C(N)(OC(C)(C)[C@H]1C[C@H](CC1)C1=CC(=NN1)NC=1C=2N(C=CN1)N=C(C2)C(C)=O)=O (1R,3S)-3-(3-((2-Acetylpyrazolo[1,5-a]pyrazin-4-yl)amino)-1H-pyrazol-5-yl)cyclopentylisoPropyl carbamate